FC(C=1C(=C(C=CC1)[C@@H](C#C)NC=1C2=C(N=CN1)N(C(C(=C2)C2(CN(CC2)C(=O)OC(C)(C)C)O)=O)C)F)F tert-butyl 3-(4-{[(1R)-1-[3-(difluoromethyl)-2-fluorophenyl] prop-2-yn-1-yl]amino}-8-methyl-7-oxo-7H,8H-pyrido[2,3-d]pyrimidin-6-yl)-3-hydroxypyrrolidine-1-carboxylate